CC1=CC(=NC=C1B1OC(C(O1)(C)C)(C)C)[C@H](CC)O (1S)-1-[4-methyl-5-(4,4,5,5-tetramethyl-1,3,2-dioxaborolan-2-yl)pyridin-2-yl]propan-1-ol